(2R)-tert-butyl 2-((4-(tert-butyl)phenyl)(2-(cyclohexylamino)-2-oxo-1-(pyridin-3-yl)ethyl)carbamoyl)-4,4-difluoropyrrolidine-1-carboxylate C(C)(C)(C)C1=CC=C(C=C1)N(C(=O)[C@@H]1N(CC(C1)(F)F)C(=O)OC(C)(C)C)C(C(=O)NC1CCCCC1)C=1C=NC=CC1